7-chloro-6-fluoro-1-(2-isopropyl-4-methylpyridin-3-yl)-2-oxo-1,2-dihydro-1,8-naphthyridine-3-carbonitrile ClC1=C(C=C2C=C(C(N(C2=N1)C=1C(=NC=CC1C)C(C)C)=O)C#N)F